C(C)(C)(C)OC(NC1=C(C=C(C=C1)F)NC)=O (4-fluoro-2-(methylamino)phenyl)carbamic acid tert-butyl ester